NC1=C(C(=NC=N1)OC1=C(C=C(C=C1)NC(=O)C=1C=NN(C1)C1=CC=CC=C1)F)Cl N-(4-((6-Amino-5-chloro-pyrimidin-4-yl)oxy)-3-fluorophenyl)-1-phenyl-1H-pyrazole-4-carboxamide